(3-(4-oxo-3-phenethyl-3,4-dihydro-phthalazin-1-yl)phenyl)ethyl-sulphonamide O=C1N(N=C(C2=CC=CC=C12)C=1C=C(C=CC1)CCS(=O)(=O)N)CCC1=CC=CC=C1